2,6-diphosphotyrosine tert-butyl(4-(5-amino-4-cyano-1-(1,1,1-trifluoropropan-2-yl)-1H-pyrazol-3-yl)-3-methoxy-2-nitrobenzyl)(tert-butoxycarbonyl)carbamate C(C)(C)(C)CC(C)(C)OC(=O)N(C(=O)OC1=CC(=C(C[C@H](N)C(=O)O)C(=C1)P(=O)(O)O)P(=O)(O)O)CC1=C(C(=C(C=C1)C1=NN(C(=C1C#N)N)C(C(F)(F)F)C)OC)[N+](=O)[O-]